[Sb].[Al] aluminum-antimony